NC1=NC=NN2C1=C(C=C2C2CCN(CC2)C(C(C)C)=O)C2=CC=C(C=C2)NC(=O)C=2C(N(C(=C(C2)C2CC2)C#N)C2=CC=C(C=C2)F)=O N-(4-(4-amino-7-(1-isobutyrylpiperidin-4-yl)pyrrolo[2,1-f][1,2,4]triazin-5-yl)phenyl)-6-cyano-1-(4-fluorophenyl)-5-cyclopropyl-2-oxo-1,2-dihydropyridine-3-carboxamide